FC1=CC=C(C=C1)[C@@H]1N(CCC2=CC=CC=C12)C(=O)N[C@@H]1C[C@H](C1)N(C(OCCCC)=O)C butyl (trans-3-((S)-1-(4-fluorophenyl)-1,2,3,4-tetrahydroisoquinoline-2-carboxamido)cyclobutyl)(methyl)carbamate